FC1=C(O[P@](=O)(OC2=CC=CC=C2)N[C@@H](CC2=CC=CC=C2)C(=O)OCCCCCCCCCCCC)C(=C(C(=C1F)F)F)F Dodecyl ((R)-(perfluorophenoxy)(phenoxy)phosphoryl)-L-phenylalaninate